FC1=C(C(=C(C=C1OC)OC)F)N1C(N(C2=C(C1)C=NC1=C2C=C(N1S(=O)(=O)C1=CC=CC=C1)C1=CC=C(C=C1)OC)CC)=S 3-(2,6-difluoro-3,5-dimethoxyphenyl)-1-ethyl-8-(4-methoxyphenyl)-7-(phenylsulfonyl)-1,3,4,7-tetrahydro-2H-pyrrolo[3',2':5,6]pyrido[4,3-d]pyrimidine-2-thione